C(#N)C1=CC=C(O[C@@H]2CC[C@H](CC2)NC(C(CCCOC2=C(C=C(C=C2)F)F)(C)C)=O)C=C1 trans-N-(4-(4-cyanophenoxy)cyclohexyl)-5-(2,4-difluorophenoxy)-2,2-dimethylpentanamide